OC1(C(C=CC(=C1)OCCO)CC(C)=O)C 2-hydroxy-4-(2-hydroxyethoxy)-2-methyl-phenylpropanone